C(C=C)(=O)N1[C@@H]2CN([C@@H]2CC1)C1=C(C(=NC2=C(C(=CC=C12)C1=CC=CC2=CC=CC(=C12)Cl)F)OC[C@]12CCCN2C[C@@H](C1)F)C#N 4-((1R,5R)-2-acryloyl-2,6-diazabicyclo[3.2.0]hept-6-yl)-7-(8-chloronaphthalen-1-yl)-8-fluoro-2-(((2R,7aS)-2-fluorotetrahydro-1H-pyrrolizin-7a(5H)-yl)methoxy)quinoline-3-carbonitrile